[4-(5-chlorooxazolo[4,5-b]pyridin-2-yl)piperazin-1-yl]-[4-[5-[(1-methylcyclopropyl)methyl]-1,2,4-oxadiazol-3-yl]phenyl]methanone ClC1=CC=C2C(=N1)N=C(O2)N2CCN(CC2)C(=O)C2=CC=C(C=C2)C2=NOC(=N2)CC2(CC2)C